F[C@@]1(O)[C@H](O)[C@H](O)[C@@H](O)CO1 fluoro-β-L-lyxose